BrC1=C(C(=C(C(=C1C#N)Br)Br)C#N)Br tetrabromoterephthalonitrile